N=1N=CN2N=C(C=CC21)N2CCN(CC2)C(CC2=CC=CC=C2)=O 1-(4-([1,2,4]triazolo[4,3-b]pyridazin-6-yl)piperazin-1-yl)-2-phenylethan-1-one